(2R)-1-[tert-butyl-(dimethyl)silyl]oxypropan-2-ol C(C)(C)(C)[Si](OC[C@@H](C)O)(C)C